1-(((S)-7-((R)-3-Cyclohexyl-2-methylpropanoyl)-10-hydroxy-7-azaspiro[4.5]decan-10-yl)methyl)-4-cyclopropyl-5-(piperazin-1-carbonyl)pyridin-2(1H)-on C1(CCCCC1)C[C@H](C(=O)N1CC2(CCCC2)[C@](CC1)(O)CN1C(C=C(C(=C1)C(=O)N1CCNCC1)C1CC1)=O)C